(2R,3R)-3-((R,E)-2-hydroxy-2-methyl-4-(tributylstannyl)but-3-en-1-yl)oxiran-2-ol O[C@](C[C@@H]1[C@@H](O1)O)(\C=C\[Sn](CCCC)(CCCC)CCCC)C